C(CC)N1C(=NC2=C1C=CC=C2)NC(C2=CC(C(=O)N)=CC=C2)=O N-(1-propyl-1H-benzo[d]imidazol-2-yl)isophthalamide